C(C)(C)C1=C(C(=CC=C1)C(C)C)O 2,6-Diisopropyl-phenol